C(C(=C)C)(=O)OC=1C2=CC=CC=C2C(=C2CC=CCC12)OC(C)=O 9-methacryloyloxy-10-acetoxy-1,4-dihydroanthracene